OC1=C(C=CC(=C1)O)C=1N=C(SC1)NC(=O)C1CCC(CC1)CO N-(4-(2,4-dihydroxyphenyl)thiazol-2-yl)-4-(hydroxymethyl)cyclohexanecarboxamide